P(O)(=S)NN thiophosphonic hydrazide